C(CCC)C=1N=C2C(=NC1)NC=C2 butyl-5H-pyrrolo[2,3-b]pyrazine